3-methoxy-3-(2-methoxyethyl)-1-methyl-5-nitro-2-oxoindoline-6-carboxylic acid methyl ester COC(=O)C1=C(C=C2C(C(N(C2=C1)C)=O)(CCOC)OC)[N+](=O)[O-]